cis-tert-butyl N-(4-aminocyclohexyl)carbamate N[C@H]1CC[C@H](CC1)NC(OC(C)(C)C)=O